CS=C(C#CC(C)(C)N(C)CCOCC=C)[O-] S-Methyl-4-[2-allyloxyethyl(methyl)amino]-4-methyl-pent-2-ynethioat